5-(2,4-difluorophenyl)-6,7-dihydro-2-[[4-(trifluoromethyl)phenyl]methoxy]-thiazolo[5,4-c]pyridin-4(5H)-one FC1=C(C=CC(=C1)F)N1C(C2=C(CC1)N=C(S2)OCC2=CC=C(C=C2)C(F)(F)F)=O